OC(C(=O)C1=CC=CC=C1)(C)C α-hydroxyisobutyrophenone